2-((2-(3-((3-amino-6-methoxypyridin-2-yl)(tert-butoxycarbonyl)amino)propyl)-4,5-difluorophenyl)amino)-5-(trifluoromethyl)benzoic acid NC=1C(=NC(=CC1)OC)N(CCCC1=C(C=C(C(=C1)F)F)NC1=C(C(=O)O)C=C(C=C1)C(F)(F)F)C(=O)OC(C)(C)C